C(C)(C)OC(CCC=C)[C@H]1N(C(OC1)(C)C)C(=O)OC(C)(C)C tert-Butyl (4S)-4-(1-isopropoxypent-4-enyl)-2,2-dimethyl-oxazolidine-3-carboxylate